C1(CCCCC1)OC(C(C)NC(=O)OC(C)(C)C)=O 2-(tert-Butoxycarbonylamino)propionic acid (S)-cyclohexyl ester